1,3-dimethyl-5-(3-(1-methyl-1H-pyrazol-4-yl)isoquinolin-8-yl)-1H-benzo[d]imidazol-2(3H)-one CN1C(N(C2=C1C=CC(=C2)C=2C=CC=C1C=C(N=CC21)C=2C=NN(C2)C)C)=O